NC1=NC=2C3=C(C(CC2C=N1)(C)C)C(=NN3)C(=O)NC3=CC=C(C=C3)C(N[C@@H]3CC[C@H](CC3)O)=O 8-amino-N-{4-[(trans-4-hydroxycyclohexyl)carbamoyl]phenyl}-4,4-dimethyl-4,5-dihydro-1H-pyrazolo[4,3-H]quinazoline-3-carboxamide